5-amino-2-(1-cyclobutyl-1H-pyrazol-4-yl)benzoic acid methyl ester COC(C1=C(C=CC(=C1)N)C=1C=NN(C1)C1CCC1)=O